O=C1NC(CCC1N1C(C2=CC=C(C=C2C1=O)N1CCC(CC1)CCN1CCC(CC1)OC1CN(C1)C1=NC=C(C=C1)C=1C=CC=2C3=C(N(C2C1)C)C=CN=C3)=O)=O 2-(2,6-dioxopiperidin-3-yl)-5-(4-(2-(4-((1-(5-(5-methyl-5H-pyrido[4,3-b]indol-7-yl)pyridin-2-yl)azetidin-3-yl)oxy)piperidin-1-yl)ethyl)piperidin-1-yl)isoindoline-1,3-dione